tert-butyl 3,3-difluoro-4-(piperidin-1-yl)-3,6-dihydropyridine-1(2H)-carboxylate FC1(CN(CC=C1N1CCCCC1)C(=O)OC(C)(C)C)F